N(=C=S)CC1=CC=C(C=N1)N(C(OC(C)(C)C)=O)C tert-butyl (6-isothiocyanato methylpyridin-3-yl)(methyl)carbamate